C(C)(=O)N(C(=O)C1C[C@@H]2[C@@H](CNC2)C1)C (3aR,5r,6aS)-N-acetyl-N-methyloctahydrocyclopenta[c]pyrrole-5-carboxamide